NC1=NNC2=NC(=C(N=C21)CO[Si](C)(C)C(C)(C)C)N2CCC(CC2)(C)NC(OC(C)(C)C)=O tert-butyl (1-(3-amino-5-(((tert-butyldimethylsilyl)oxy)methyl)-1H-pyrazolo[3,4-b]pyrazin-6-yl)-4-methylpiperidin-4-yl)carbamate